C1(=CC=CC=C1)[SeH] selenophenol